C(C1=CC=CC=C1)NC(=O)[C@@H]1C[C@@H](CCC1)C(F)(F)F |r| Racemic-cis-N-benzyl-3-(trifluoromethyl)cyclohexane-1-carboxamide